FC1=C(C=CC(=C1F)OC)C1=CN=C2N1C=CN=C2NC2=CC(=C(C(=O)NCCN1CC(CC1)C(=O)N)C=C2)CC 1-[2-[[4-[[3-(2,3-difluoro-4-methoxyphenyl)imidazo[1,2-a]pyrazin-8-yl]amino]-2-ethyl-benzoyl]amino]ethyl]pyrrolidine-3-carboxamide